(6S)-6-{2-Chloro-3-[(4-fluoro-pyrazolo[1,5-a]pyridin-6-yl)-amino]phenyl}-2-imino-6-methyl-3-[(cis)-2-methyl-tetrahydropyran-4-yl]-hexahydropyrimidin-4-one ClC1=C(C=CC=C1NC=1C=C(C=2N(C1)N=CC2)F)[C@@]2(CC(N(C(N2)=N)[C@@H]2C[C@@H](OCC2)C)=O)C